(R)-8-(8-(pyridin-2-ylthio)-[1,2,4]triazolo[4,3-c]pyrimidin-5-yl)-8-azaspiro[4.5]decan-1-amine N1=C(C=CC=C1)SC=1C=2N(C(=NC1)N1CCC3(CCC[C@H]3N)CC1)C=NN2